FC(C=1C=C2C(=C(C=NC2=CC1)[N+](=O)[O-])N([C@H]1C[C@H](OCC1)C)CC1=C(C=C(C=C1)OC)OC)F 6-(difluoromethyl)-N-(2,4-dimethoxybenzyl)-N-((2R,4R)-2-methyltetrahydro-2H-pyran-4-yl)-3-nitroquinolin-4-amine